CNC=1C2=C(N=CN1)N(C=C2)[C@H]2[C@@H]([C@@H]([C@H](C2)CN(C2=CN=CS2)CCCNCCC2=CC=CC=C2)O)O (1R,2S,3R,5R)-3-[4-(methylamino)pyrrolo[2,3-d]pyrimidin-7-yl]-5-[({3-[(2-phenylethyl)amino]propyl}(1,3-thiazol-5-yl)amino)methyl]cyclopentane-1,2-diol